N-[8-amino-6-(3-pyridyl)-3-isoquinolyl]-2-fluoro-cyclopropane-1-carboxamide NC=1C=C(C=C2C=C(N=CC12)NC(=O)C1C(C1)F)C=1C=NC=CC1